C[C@]1(CN(CCC1)C([C@@H](C)OC1=CC=C2C(=CNC(C2=C1)=O)C1=C(C=CC=C1)C)=O)C(=O)O (S)-3-methyl-1-((R)-2-((1-oxo-4-(o-tolyl)-1,2-dihydroisoquinolin-7-yl)oxy)propanoyl)piperidine-3-carboxylic acid